3-carboxy-1-phenyl-pyrazol-5-one C(=O)(O)C=1NN(C(C1)=O)C1=CC=CC=C1